N1C(=NC=C1)N1NC(=CC(=N1)C=1NC=CN1)C=1NC=CN1 2,4,6-Triimidazolyltriazine